S1C(=CC=C1)C=1OCCN1 2-(thiophen-2-yl)-4,5-dihydro-oxazole